9-((1S,4S)-4-(aminomethyl)cyclohexyl)-N2-(tert-amyl)-N8-(3-(trifluoromethyl)phenyl)9H-purine-2,8-diamine NCC1CCC(CC1)N1C2=NC(=NC=C2N=C1NC1=CC(=CC=C1)C(F)(F)F)NC(C)(C)CC